1-(2,2-Difluoroethyl)-6-((3R,4R)-4-methyl-3-(((2-(trifluoromethyl)pyridin-3-yl)oxy)methyl)piperidin-1-yl)-1H-pyrazolo[3,4-b]pyrazine FC(CN1N=CC=2C1=NC(=CN2)N2C[C@@H]([C@@H](CC2)C)COC=2C(=NC=CC2)C(F)(F)F)F